ClC=1C(=C(C(=CC1Cl)Cl)OC(C(=O)OC1=C(C(=C(C=C1Cl)Cl)Cl)C(=O)OCCC1=CC=C(C=C1)C)=O)C(=O)OCCC1=CC=C(C=C1)C bis(3,4,6-trichloro-2-{[2-(4-methylphenyl)ethoxy]carbonyl} phenyl)oxalate